Cl.C12CNCC(C(C1)C#N)CC2 3-azabicyclo[3.2.2]nonane-6-carbonitrile hydrochloride